7-bromo-3,4-dihydroisoquinolin-1(2H)-one BrC1=CC=C2CCNC(C2=C1)=O